2,2-difluoro-6-hydroxy-N-(4-methoxyphenyl)hexanamide FC(C(=O)NC1=CC=C(C=C1)OC)(CCCCO)F